2-{2-[(S)-amino(4-methylcyclohexyl)methyl]-4-fluoro-1H-benzimidazol-5-yl}-N,N-dimethylacetamide N[C@H](C1=NC2=C(N1)C=CC(=C2F)CC(=O)N(C)C)C2CCC(CC2)C